4,6-dichloro-1-ethylpyrazolo[3,4-d]pyrimidine ClC1=C2C(=NC(=N1)Cl)N(N=C2)CC